4-(4-fluorophenyl)-5-tetrahydropyran-4-yl-2,4,10,11-tetraazatricyclo[7.3.0.03,7]dodecane FC1=CC=C(C=C1)N1C2NC3CNNC3CC2CC1C1CCOCC1